FC=1C=C(C=CC1OC)C([C@H](C)NC([C@H](CC(C)C)NC(C1=NC=CC(=C1O)OC)=O)=O)C1=CC(=C(C=C1)OC)F N-((S)-1-(((S)-1,1-bis(3-fluoro-4-methoxyphenyl)propan-2-yl)amino)-4-methyl-1-oxopentan-2-yl)-3-hydroxy-4-methoxypicolinamide